O=C1N(C(C2=CC=CC=C12)=O)CCCN1CCN(CCC1)C1=C(C=NC2=CC(=C(C=C12)OC)OC)C#N 4-(4-(3-(1,3-dioxoisoindolin-2-yl)propyl)-1,4-diazepan-1-yl)-6,7-dimethoxyquinoline-3-carbonitrile